C(C(=C)C)(=O)OC1(COC(OC1)C(COC(C=C)=O)(C)C)CC [2-[1,1-dimethyl-2-[(1-oxoallyl) oxy] ethyl]-5-ethyl-1,3-dioxan-5-yl] methacrylate